OC1=C(C=CC=C1)C1CC(COC1)C1=CC=CC=C1 2-(tetrahydro-5-(2-hydroxyphenyl)-2H-pyran-3-yl)benzene